(2S,4S)-4-((1H-1,2,3-triazol-1-yl)methyl)-1-(2-(3-acetyl-5-(2-methylpyrimidin-5-yl)-1H-indazol-1-yl)acetyl)-N-(6-bromo-3-methylpyridin-2-yl)-4-fluoropyrrolidine-2-carboxamide N1(N=NC=C1)C[C@@]1(C[C@H](N(C1)C(CN1N=C(C2=CC(=CC=C12)C=1C=NC(=NC1)C)C(C)=O)=O)C(=O)NC1=NC(=CC=C1C)Br)F